C(C)(C)(C)N[C@H]1CN(CC1)C=1N=NC(=CN1)C1=NC=C(C=C1O)C=1C=C(C=2N(C1)C=C(N2)C)CC 2-{3-[(3R)-3-(tert-butylamino)pyrrolidin-1-yl]-1,2,4-triazin-6-yl}-5-(8-ethyl-2-methylimidazo[1,2-a]pyridin-6-yl)pyridin-3-ol